2,3-dihydroxy-(2R,3R)-butanedioic acid monopotassium salt [K+].O[C@@H](C(=O)[O-])[C@H](C(=O)O)O